3-(3-chlorophenyl)-1,1'-binaphthyl ClC=1C=C(C=CC1)C=1C=C(C2=CC=CC=C2C1)C1=CC=CC2=CC=CC=C12